6H,7H-imidazo[1,5-a]pyrazine C1=NCN2C1=CNCC2